FC(C=1C=NC(=NC1)N1CCC(CC1)CS(=O)(=O)NOC[C@H](C)NC(OC(C)(C)C)=O)(F)F (S)-tert-butyl (1-(((1-(5-(trifluoromethyl)pyrimidin-2-yl)piperidin-4-yl) methylsulfonamido)oxy)propan-2-yl)carbamate